C[C@@H]1C[C@]2([C@@H](O2)C)C(=O)O[C@@H]3CC[N+]4([C@@H]3C(=CC4)COC(=O)[C@]1(C)O)[O-] The molecule is a pyrrolizine alkaloid that is jacobine in which the tertiary amino function has been oxidised to the corresponding N-oxide. It has a role as a Jacobaea metabolite and an insecticide. It is a macrocyclic lactone, an organic heterotricyclic compound, a pyrrolizine alkaloid, a tertiary amine oxide, a tertiary alcohol and a spiro-epoxide. It derives from a jacobine.